N-methyl-2-pyrazine-2-ylsulfanyl-propanamide CNC(C(C)SC1=NC=CN=C1)=O